COC(CCC(C(=O)N)N)=O methyl-4,5-diamino-5-oxo-pentanoate